NC1=CC=C(C=C1)N1C(C(=CCC1)N1CCOCC1)=O 1-(4-aminophenyl)-3-morpholinyl-5,6-dihydropyridin-2(1H)-one